C(=O)(O)C=1C=CC2=C(N(C=[N+]2CC)CC)C1 6-carboxy-1,3-diethyl-1H-1,3-benzodiazol-3-ium